COCC(=O)OCC=1C=NN(C1)CC1=CC=C(C=C1)O\C=C(\C(F)(F)F)/OCC [1-[[4-[[(1Z)-2-ethoxy-3,3,3-trifluoro-1-propen-1-yl]oxy]phenyl]methyl]-1H-pyrazol-4-yl]methyl 2-methoxyacetate